NCC1=C(C#N)C=CC(=C1F)OC 2-(aminomethyl)-3-fluoro-4-methoxybenzonitrile